6-(1,1-Difluoroethyl)-3-(3-fluorophenyl)-6-methyl-1,2,3,7-tetrahydropyrazolo[1,2-a]pyrazol-5-one FC(C)(F)C1(C(N2N(C1)CCC2C2=CC(=CC=C2)F)=O)C